N-(4-fluorophenyl)-N-methyl-pivalamide FC1=CC=C(C=C1)N(C(C(C)(C)C)=O)C